ClC1=C(C=CC=C1C1=NC=CC(=C1Cl)C1=NC(=C(C=C1)CNC[C@@H]1NC(CC1)=O)OC)NC(C1=NC=C(C(=C1)CN1C[C@H](CC1)O)OC)=O N-(2-chloro-3-(3'-chloro-6-methoxy-5-(((((R)-5-oxopyrrolidin-2-yl)methyl)amino)methyl)-[2,4'-bipyridin]-2'-yl)phenyl)-4-(((S)-3-hydroxypyrrolidin-1-yl)methyl)-5-methoxypicolinamide